The molecule is a beta-lactam that is 7-oxo-1-azabicyclo[3.2.0]heptane-2-carboxylic acid carring an additional (2-aminoethyl)sulfanyl substituent at position 3. An intermediate in the biosynthesis of carbapenem. It has a role as a bacterial metabolite. It is a beta-lactam, an aliphatic sulfide, a monocarboxylic acid, an organic heterobicyclic compound and a primary amino compound. C1C2CC(=O)N2C(C1SCCN)C(=O)O